1-(4-(3-hydroxyoxetan-3-yl)phenyl)-3-(1-(4-(trifluoromethyl)benzyl)piperidin-4-yl)urea OC1(COC1)C1=CC=C(C=C1)NC(=O)NC1CCN(CC1)CC1=CC=C(C=C1)C(F)(F)F